(S)-2-(1-(3-chlorophenyl)-1H-pyrazol-3-yl)-N-(3-cyclopropyl-1H-pyrazol-5-yl)propanamide ClC=1C=C(C=CC1)N1N=C(C=C1)[C@@H](C(=O)NC1=CC(=NN1)C1CC1)C